(E)-1-(4-methylphenyl)-2-hepten-1-one CC1=CC=C(C=C1)C(\C=C\CCCC)=O